7-Bromo-3-((2-isopropoxy-2-oxoethyl)amino)benzo[e][1,2,4]triazine-1-oxide BrC1=CC2=C(N=C(N=[N+]2[O-])NCC(=O)OC(C)C)C=C1